(1-(benzyloxy)cyclopropyl)(3-bromo-2-fluorophenyl)methanone C(C1=CC=CC=C1)OC1(CC1)C(=O)C1=C(C(=CC=C1)Br)F